1-(5-bromopyridin-2-yl)piperidin-4-ol BrC=1C=CC(=NC1)N1CCC(CC1)O